CC(C)C1=C(C(=CC=C1)C(C)C)O 2,6-bis(1-methylethyl)phenol